(S)-2-chloro-7-isopropyl-3-(3-methoxypropoxy)-11-oxo-6,7-dihydro-11H-benzo[f]pyrido[1,2-d][1,4]oxazepine-10-carboxylic acid ClC=1C(=CC2=C(C=3N([C@H](CO2)C(C)C)C=C(C(C3)=O)C(=O)O)C1)OCCCOC